(1s,4s)-4-((2-((2-(1-(2,2-Difluoroethyl)-3,5-dimethyl-1H-pyrazol-4-yl)pyrimidin-4-yl)amino)-5-(1-(difluoromethyl)-1H-pyrazol-3-yl)pyridin-4-yl)amino)-1-methylcyclohexan-1-ol FC(CN1N=C(C(=C1C)C1=NC=CC(=N1)NC1=NC=C(C(=C1)NC1CCC(CC1)(O)C)C1=NN(C=C1)C(F)F)C)F